Cyclopropylmethyl-3,4-methylenedioxyamphetamine C1(CC1)CNC(C)CC1=CC2=C(C=C1)OCO2